N-{[3-chloro-5-(trifluoromethyl)-2-pyridinyl]ethyl}-2-trifluoromethylbenzamide ClC=1C(=NC=C(C1)C(F)(F)F)CCNC(C1=C(C=CC=C1)C(F)(F)F)=O